7-(Aminomethyl)-4-methyl-4H,5H,6H,7H-thieno[3,2-b]pyridin-5-one hydrochloride Cl.NCC1C2=C(N(C(C1)=O)C)C=CS2